1-isocyanato-3-isocyanato-methyl-3,5,5-trimethyl-cyclohexane N(=C=O)C1(CC(CC(C1)(C)C)(C)N=C=O)C